S1C=C(C=C1)CCCCCCS(=O)(=O)[O-] 6-(thiophen-3-yl)hexane-1-sulfonate